12-methoxy-8,10,12,14-tetramethyl-6-oxa-2,16-diazaspiro[4.12]heptadecane-7,9-dione COC1(CC(C(C(C(OC2(CCNC2)CNCC(C1)C)=O)C)=O)C)C